5-(aminomethyl)-2-fluorophenol NCC=1C=CC(=C(C1)O)F